FC1=CC2=C(CCO2)C=C1[C@H]1[C@@H](C(NC1)=O)NC(=O)NC1=CC=C(C=C1)C |o1:10,11| (-)-1-[(3S*,4R*)-4-(6-fluoro-2,3-dihydrobenzo-furan-5-yl)-2-oxo-pyrrolidin-3-yl]-3-(p-tolyl)urea